(+)-aspartic acid C([C@@H](C(=O)O)N)C(=O)O